N=1C=NC=2C3=C(CC=C(C13)C(=O)[O-])OC=CN2 [1,4]oxazepino[5,6,7-de]quinazoline-10(8H)-carboxylate